2-amino-N-isopropyl-5-(2-methyl-4-(2-(3-(trifluoromethyl)phenyl)acetamido)phenyl)nicotinamide NC1=C(C(=O)NC(C)C)C=C(C=N1)C1=C(C=C(C=C1)NC(CC1=CC(=CC=C1)C(F)(F)F)=O)C